(E)-2-azido-3-(4-bromo-5-fluorothiophen-2-yl)acrylic acid methyl ester COC(/C(=C\C=1SC(=C(C1)Br)F)/N=[N+]=[N-])=O